2-(8-((1R,5S,7r)-3-oxa-9-azabicyclo[3.3.1]nonan-7-yl)-5-methyl-5,6,7,8-tetrahydropyrazino[2,3-c]pyridazin-3-yl)-5-(1-methyl-1H-pyrazol-4-yl)phenol [C@H]12COC[C@H](CC(C1)N1CCN(C3=C1N=NC(=C3)C3=C(C=C(C=C3)C=3C=NN(C3)C)O)C)N2